8-(4-(1-(hydroxymethyl)cyclopropane-1-carbonyl)piperazin-1-yl)-N-(1-methylcyclopropyl)-3-(5-(trifluoromethyl)-1,3,4-thiadiazol-2-yl)imidazo[1,5-a]pyridine-6-sulfonamide OCC1(CC1)C(=O)N1CCN(CC1)C=1C=2N(C=C(C1)S(=O)(=O)NC1(CC1)C)C(=NC2)C=2SC(=NN2)C(F)(F)F